COC=1C=C2C(=CCC2=CC1OC)C1=CC=CC=C1 5,6-dimethoxy-3-phenyl-1H-indene